tert-butyl 3,3-difluoro-4-(4-(3-(4-methoxybenzyl)-2,4-dioxotetrahydropyrimidin-1(2H)yl)phenyl)piperidine-1-carboxylate FC1(CN(CCC1C1=CC=C(C=C1)N1C(N(C(CC1)=O)CC1=CC=C(C=C1)OC)=O)C(=O)OC(C)(C)C)F